C1(CC1)CN1C(=CC=2C1=NC(=CC2)N(S(=O)(=O)C)C(F)F)B2OC(CN(CC(O2)=O)C)=O N-(1-(cyclopropylmethyl)-2-(6-methyl-4,8-dioxo-1,3,6,2-dioxazaborocan-2-yl)-1H-pyrrolo[2,3-b]pyridin-6-yl)-N-(difluoromethyl)methanesulfonamide